methyl 2-(4-(6-((4-cyano-2-fluorobenzyl)oxy)pyridin-2-yl)piperidin-1-yl)-3-fluoropropanoate C(#N)C1=CC(=C(COC2=CC=CC(=N2)C2CCN(CC2)C(C(=O)OC)CF)C=C1)F